FC(C(=O)N)(C1=CC=C(C=C1)OC)F difluoro-2-(4-methoxyphenyl)acetamide